(S)-9-(2-chloro-4-((3-methyl-1H-pyrazol-1-yl)methyl)benzoyl)-2-((methoxy-d3)methyl)-2-methyl-1,2,4,7-tetrahydro-3H-pyrrolo[3',2':5,6]pyrido[3,4-b]pyrazine ClC1=C(C(=O)C2=CNC3=C2C2=C(NC[C@@](N2)(C)COC([2H])([2H])[2H])C=N3)C=CC(=C1)CN1N=C(C=C1)C